C(CCCCCCC\C=C/CCCCCCCC)(=O)C(C(O)(C(CCCCCCC\C=C/CCCCCCCC)=O)C(CCCCCCC\C=C/CCCCCCCC)=O)(O)CO tri-oleoyl-glycerol